ClC=1C=C(C=CC1Cl)C=1N=C(SC1CC(C)C)N(CCC(=O)OCC)CC1=C2C=CN(C2=CC=C1)C(=O)OC(C)(C)C tert-butyl 4-(((4-(3,4-dichlorophenyl)-5-isobutylthiazol-2-yl) (3-ethoxy-3-oxopropyl) amino) methyl)-1H-indole-1-carboxylate